bis(1,2,3-triazole) sodium borohydride [BH4-].[Na+].N1N=NC=C1.N1N=NC=C1